N=1N=C(NC1)C=1C=C(C=CC1)N1N=CC=2C1=NC=C(C2)S(=O)COC(C)C 1-(3-(4H-1,2,4-triazol-3-yl)phenyl)-5-((isopropoxymethyl)sulfinyl)-1H-pyrazolo[3,4-b]pyridine